NC=1C=2O[C@@H](C3=CC(=CC=C3C=3C=CN=CC3CN3C=NC(=C3C(=CN1)C2)C#N)F)C (20R)-23-amino-17-fluoro-20-methyl-21-oxa-4,6,10,24-tetraazapentacyclo[20.3.1.02,6.08,13.014,19]hexacosa-1(25),2,4,8(13),9,11,14,16,18,22(26),23-undecaene-3-carbonitrile